1-(2-(3-fluoroazetidin-1-yl)pyrimidin-5-yl)-3-(2,2,2-trifluoro-1-(5-fluoro-3-methylbenzofuran-2-yl)ethyl)urea FC1CN(C1)C1=NC=C(C=N1)NC(=O)NC(C(F)(F)F)C=1OC2=C(C1C)C=C(C=C2)F